C1(CCCCC1)CCN1C=CC2=CC(=CC=C12)CC1=CC=C(C(=C1)C1=CC=CC=C1)N 5-((1-(2-cyclohexylethyl)-1H-indol-5-yl)methyl)-[1,1'-biphenyl]-2-amine